FC1=C(CNC([C@@H](C)NC(C(C(C(=O)O)([2H])[2H])([2H])[2H])=O)=O)C=CC=C1 (R,S)-4-((1-((2-fluorobenzyl)amino)-1-oxopropan-2-yl)amino)-4-oxobutanoic acid-2,2,3,3-d4